(biphenylyl)(dimethylfluorene) C1(=C(C=CC=C1)C=1C(=C(C=2CC3=CC=CC=C3C2C1)C)C)C1=CC=CC=C1